N-(5-(2-(1-cyclopropylethyl)-4-(3-hydroxyazetidin-1-yl)-3-oxo-2,3-dihydro-1H-pyrrolo[3,4-c]pyridin-6-yl)-4-methylthiazol-2-yl)acetamide C1(CC1)C(C)N1C(C=2C(=NC(=CC2C1)C1=C(N=C(S1)NC(C)=O)C)N1CC(C1)O)=O